CC1=C2COC(=O)C2=C(C(=C1OC)C/C=C(\\C)/CCC(=O)O[C@H]3[C@@H]([C@H]([C@@H]([C@H](O3)C(=O)[O-])O)O)O)O The molecule is a carbohydrate acid derivative anion that is the conjugate base of mycophenolic acid, obtained by deprotonation of the carboxy group; major species at pH 7.3. It is a conjugate base of a mycophenolic acid O-acyl-glucuronide.